C[C@H](C(=O)OCC(=O)[C@]1(C(C=CC1)(C)C)C)CC (R)-2-(1,2,2-trimethyl-3-cyclopentenyl)-2-oxoethyl (S)-2-methylbutyrate